FC=1C=C(C(=C(C1)NC1=C(C=CC=C1)F)C)N 5-fluoro-N1-(2-fluorophenyl)-2-methylbenzene-1,3-diamine